C1(CC1)C=1N=C(N2C1C=CC=C2)C(C)(C)N 2-(1-cyclopropylimidazo[1,5-a]pyridin-3-yl)propan-2-amine